heptadecane-9-yl 4-((3-(1H-imidazol-1-yl)propyl)amino)-2-(((3-(dodecyloxy)-3-oxopropyl)thio)methyl)-4-oxobutanoate N1(C=NC=C1)CCCNC(CC(C(=O)OC(CCCCCCCC)CCCCCCCC)CSCCC(=O)OCCCCCCCCCCCC)=O